5-[2-(2-Chlorophenyl)ethyl]-3-cyclopropyl-4-oxo-4,5,6,7-tetrahydropyrazolo[1,5-a]pyrazine-2-carboxylic acid (5-difluoromethyl-[1,3,4]thiadiazol-2-yl) amide FC(C1=NN=C(S1)NC(=O)C1=NN2C(C(N(CC2)CCC2=C(C=CC=C2)Cl)=O)=C1C1CC1)F